C(C)(=O)NC1=CC=C(CNC2=CC=C(C=C2)NC(CCCCCC)=O)C=C1 N-(4-((4-Acetamidobenzyl)amino)phenyl)heptanamid